C(#N)C1=C(C=C(C=C1F)N1C(=CC=2C1=NC=CC2)C(=O)NC2CC(C2)(F)F)F 1-(4-Cyano-3,5-difluorophenyl)-N-(3,3-difluorocyclobutyl)-1H-pyrrolo[2,3-b]pyridine-2-carboxamide